CC1=CC=C(C=C1)S(=O)(=O)O.CC1=CC=C(C=C1)S(=O)(=O)O.FC=1C=C(C#N)C=CC1COC1=NC(=CC=C1)C1CCNCC1 3-fluoro-4-(((6-(piperidin-4-yl)pyridin-2-yl)oxy)methyl)benzonitrile bis(4-methylbenzenesulfonic acid) salt